(2S,3S,4R,5R)-5-(6-(benzylamino)-2-(6-hydroxylpyridin-3-yl)-9H-purin-9-yl)-3,4-dihydroxyl-N-(methyl-d3)-tetrahydrofuran-2-formamide C(C1=CC=CC=C1)NC1=C2N=CN(C2=NC(=N1)C=1C=NC(=CC1)O)[C@H]1[C@@H]([C@@H]([C@H](O1)C(=O)NC([2H])([2H])[2H])O)O